4-hydroxyphenyl-boric acid OC1=CC=C(C=C1)OB(O)O